2-(3-bromophenyl)-4,4,5,5-tetramethyl-1,3,2-dioxaborolane BrC=1C=C(C=CC1)B1OC(C(O1)(C)C)(C)C